1,2,3,5-tetramethylbenzimidazolium Hydroxide [OH-].C[N+]1=C(N(C2=C1C=CC(=C2)C)C)C